tert-Butyl 4-(4-methoxy-3-(1-(3-methoxy-3-oxopropyl)ureido)phenyl)piperazine-1-carboxylate COC1=C(C=C(C=C1)N1CCN(CC1)C(=O)OC(C)(C)C)N(C(=O)N)CCC(=O)OC